rac-(R)-3-(((2S,3R,4S,5S)-5-(6-chloro-4-(cyclopentylamino)-1H-pyrazolo[3,4-d]pyrimidin-1-yl)-3,4-dihydroxytetrahydrofuran-2-yl)methoxy)-4-methoxy-3-phosphonobutanoic acid ClC1=NC(=C2C(=N1)N(N=C2)[C@@H]2[C@H]([C@H]([C@@H](O2)CO[C@@](CC(=O)O)(COC)P(=O)(O)O)O)O)NC2CCCC2 |&1:17|